ClC=1N=C(C2=C(N1)CCS2)OCC2=CC=C(C=C2)N2N=C(C=C2C)C(F)(F)F 2-chloro-4-((4-(5-methyl-3-(trifluoromethyl)-1H-pyrazol-1-yl)benzyl)oxy)-6,7-dihydrothieno[3,2-d]pyrimidine